4'-(4,7-bis(3-carboxyphenyl)-1H-benzo[d]imidazol-2-yl)-[1,1'-biphenyl]-3,5-dicarboxylic acid sodium [Na].C(=O)(O)C=1C=C(C=CC1)C1=CC=C(C=2NC(=NC21)C2=CC=C(C=C2)C2=CC(=CC(=C2)C(=O)O)C(=O)O)C2=CC(=CC=C2)C(=O)O